piperazino phosphate P(=O)(ON1CCNCC1)([O-])[O-]